(S)-methyl 2-((diphenylmethylene)amino)-2-((3R)-quinuclidin-3-yl)acetate C1(=CC=CC=C1)C(C1=CC=CC=C1)=N[C@H](C(=O)OC)[C@H]1CN2CCC1CC2